COC=1C(=C(C=CC1)[C@H]1N(CCC1)C(=O)N)C (2S)-2-(3-methoxy-2-methyl-phenyl)pyrrolidine-1-carboxamide